Cl.CN1N=CC(=C1)C=1N=C(C=2N(C1)N=CC2)N2C[C@@H]1CC[C@H](C2)C1CN ((1r,5s,8r)-3-(6-(1-methyl-1H-pyrazol-4-yl)pyrazolo[1,5-a]pyrazin-4-yl)-3-azabicyclo[3.2.1]oct-8-yl)methylamine hydrochloride